OC1=C(C=C(C=C1)/C=C/C(=O)O[C@@H]1[C@@]2(CC[C@H](C1)C2(C)C)C)OC(F)(F)F (1R,2S,4R)-1,7,7-trimethylbicyclo[2.2.1]heptan-2-yl (E)-3-(4-hydroxy-3-trifluoromethoxyphenyl)acrylate